N-((1r,4r)-4-(3-chloro-4-cyanophenoxy)cyclohexyl)-6-(4-((2-(2,6-dioxopiperidin-3-yl)-6-fluoro-1-oxoisoindolin-5-yl)methyl)piperazin-1-yl)pyridazine-3-carboxamide ClC=1C=C(OC2CCC(CC2)NC(=O)C=2N=NC(=CC2)N2CCN(CC2)CC=2C=C3CN(C(C3=CC2F)=O)C2C(NC(CC2)=O)=O)C=CC1C#N